5-(4-bromo-2,6-difluoro-phenyl)hex-2,4-dienoic acid ethyl ester C(C)OC(C=CC=C(C)C1=C(C=C(C=C1F)Br)F)=O